4-trifluoromethyl-1,3-bis(trimethylsilyl)-imidazole-2-thione FC(C=1N(C(N(C1)[Si](C)(C)C)=S)[Si](C)(C)C)(F)F